FC1=CC=C(CNC2=C(C(=O)O)C=CN=C2)C=C1 3-((4-fluorobenzyl)amino)isonicotinic acid